N-(5-chloro-4-(1-(methylsulfonyl)-1H-pyrazol-4-yl)pyrimidin-2-yl)-2-(2-(dimethylamino)ethyl)-2H-indazol-6-amine ClC=1C(=NC(=NC1)NC=1C=CC2=CN(N=C2C1)CCN(C)C)C=1C=NN(C1)S(=O)(=O)C